(1S,2S,5r)-1-hydroxy-N-(2-hydroxyphenylethyl)-2-isopropyl-5-methylcyclohexane-1-carboxamide O[C@@]1([C@@H](CC[C@H](C1)C)C(C)C)C(=O)NCCC1=C(C=CC=C1)O